β-hydroxypropanoic acid OCCC(=O)O